N-[(3-chloro-4-fluorophenyl)-(5-methyl-4-methylsulfonyl-1H-imidazol-2-yl)methyl]-6-(1,1-difluoroethyl)pyridin-3-amine ClC=1C=C(C=CC1F)C(NC=1C=NC(=CC1)C(C)(F)F)C=1NC(=C(N1)S(=O)(=O)C)C